[R]-3-hydroxyhexanoate O[C@@H](CC(=O)[O-])CCC